CC1=C(NC2=CC=CC=C12)C Dimethyl-indole